methyl (R,E)-4-((tert-butoxycarbonyl)amino)pent-2-enoate C(C)(C)(C)OC(=O)N[C@@H](/C=C/C(=O)OC)C